tert-butyl (5-amino-3-methoxypyridin-2-yl)carbamate NC=1C=C(C(=NC1)NC(OC(C)(C)C)=O)OC